C1(CC1)N1N=C2N(C(N([C@@H](C2=C1)C)C1CCN(CC1)C=1C(=NC=CC1C)OC)=O)CC1=C(C=CC=C1)C(F)(F)F |o1:9| (R)- or (S)-2-Cyclopropyl-5-(2'-methoxy-4'-methyl-3,4,5,6-tetrahydro-2H-[1,3']bipyridinyl-4-yl)-4-methyl-7-(2-trifluoromethylbenzyl)-2,4,5,7-tetrahydro-pyrazolo[3,4-d]pyrimidin-6-one